C(C)OC1=NC=CC=C1C1=CC(=C2C(=N1)C=NN2C(CC)C)NCC2=NN(C=N2)C 5-(2-ethoxy-3-pyridinyl)-1-[1-methylpropyl]-N-[(1-methyl-1,2,4-triazol-3-yl)methyl]pyrazolo[4,3-b]pyridin-7-amine